4-(1-(10H-phenothiazin-2-yl)vinyl)-N-(tetrahydro-2H-pyran-4-yl)benzenesulfonamide C1=C(C=CC=2SC3=CC=CC=C3NC12)C(=C)C1=CC=C(C=C1)S(=O)(=O)NC1CCOCC1